4-Dimethylamino-butyric acid benzyl ester C(C1=CC=CC=C1)OC(CCCN(C)C)=O